CC1=CC=C(CON=C2CCCC=3N=C(SC32)N3CCN(CC3)C(CN3N=C(C=C3C)C(F)(F)F)=O)C=C1 2-{4-[2-(5-methyl-3-trifluoromethyl-pyrazol-1-yl)-acetyl]-piperazin-1-yl}-5,6-dihydro-4H-benzothiazol-7-one-O-(4-methyl-benzyl) oxime